2-(bis(9-((2-butyloctyl)thio)nonyl)amino)ethan-1-ol C(CCC)C(CSCCCCCCCCCN(CCO)CCCCCCCCCSCC(CCCCCC)CCCC)CCCCCC